C1(CCCCC1)N(C)C(C)(C)C N-cyclohexylt-butylmethylamine